ClC=1C(=NC(=C(C(=O)NC2=CC(=C(C=C2)F)C#N)C1)C1CCC(CCC1)(F)F)C(F)F 5-chloro-N-(3-cyano-4-fluorophenyl)-2-(4,4-difluorocycloheptan-1-yl)-6-difluoromethyl-nicotinamide